5-methoxy-N,N-dimethyl-1H-indol-3-ethylamine COC=1C=C2C(=CNC2=CC1)CCN(C)C